Cl.CNC(C1=NC=C(C=C1)N1C[C@H](NCC1)C)=O (R)-N-methyl-5-(3-methylpiperazin-1-yl)picolinamide hydrochloride